O=C1NC(=NN1CC1=CC=C(C=C1)C(F)(F)F)C(=O)OCC Ethyl 5-oxo-1-(4-(trifluoromethyl) benzyl)-4,5-dihydro-1H-1,2,4-triazole-3-carboxylate